FC1(CC(CC1)CN1N=C(C(=C1)C(F)(F)F)OCC)F 1-((3,3-difluorocyclopentyl)methyl)-3-ethoxy-4-(trifluoromethyl)-1H-pyrazole